OC(CCCCCCCCCCC(=O)N)CCCCCC 12-hydroxystearic acid monoamide